FC1(CN(C1)CCCF)CC1=CC=C(C=C1)C1=CCCCC2=C1C=CC(=C2)C(=O)OC methyl 9-(4-((3-fluoro-1-(3-fluoropropyl)azetidin-3-yl)methyl)phenyl)-6,7-dihydro-5H-benzo[7]annulene-3-carboxylate